C(CCCCCCC\C=C/CCCCCC)(=O)SCCNC(CCNC([C@@H](C(COP(OP(OC[C@@H]1[C@H]([C@H]([C@@H](O1)N1C=NC=2C(N)=NC=NC12)O)OP(=O)(O)O)(=O)O)(=O)O)(C)C)O)=O)=O (Z)-9-hexadecenoyl-coa